C(#C)C1=CC=C(C(C=O)=C1)O 5-ethynyl-salicylaldehyde